C(C)(=O)C1=NN(C2=CC=C(C=C12)C=1C=NC(=NC1)C(C)C)CC(=O)N1[C@@H](C[C@H](C1)F)C(=O)NC1=NC(=CN=C1)Br (2S,4R)-1-(2-(3-acetyl-5-(2-isopropylpyrimidin-5-yl)-1H-indazol-1-yl)acetyl)-N-(6-bromopyrazin-2-yl)-4-fluoropyrrolidine-2-carboxamide